CC=1C=[N+](C=CC1)CCC 3-methyl-1-propylpyridinium